1-(pyrimidin-2-yl)prop-2-en-1-one N1=C(N=CC=C1)C(C=C)=O